N[C@@]1(CN(CC1)C1=C(C=NC(=C1C1=CC(=CC=C1)OC(F)F)OC)C(=O)N[C@@H](C)C1CC1)C 4-[(3S)-3-amino-3-methylpyrrolidin-1-yl]-N-[(1S)-1-cyclopropylethyl]-5-[3-(difluoromethoxy)phenyl]-6-methoxypyridine-3-carboxamide